(6-methyl-3,4-epoxycyclohexyl)methyl 6-methyl-3,4-epoxy-cyclohexanecarboxylate CC1CC2C(CC1C(=O)OCC1CC3C(CC1C)O3)O2